CC1=NC(=NC=2N([C@H](C(NC12)=O)C)C)NCC=1C=NN(C1)CC=1C=NC(=NC1)C (7S)-4,7,8-trimethyl-2-(((1-((2-methylpyrimidin-5-yl)methyl)-1H-pyrazol-4-yl)methyl)amino)-7,8-dihydropteridin-6(5H)-one